4-[2,6-Difluoro-4-(4,4,5,5-tetramethyl-1,3,2-dioxaborolan-2-yl)phenoxy]butanoic acid ethyl ester C(C)OC(CCCOC1=C(C=C(C=C1F)B1OC(C(O1)(C)C)(C)C)F)=O